COC(NS(=O)(=O)C=1SC(=C(C1C1=C(C=C(C=C1)CN1C(=NC=C1)C)C)C)CC(C)C)=O ((5-isobutyl-4-methyl-3-(2-methyl-4-((2-methyl-1H-imidazol-1-yl)methyl)phenyl)thiophen-2-yl)sulfonyl)carbamic acid methyl ester